COC1=C(C=CC=C1C1=NC=C(C=N1)C)NC(OC(C)(C)C)=O tert-butyl (2-methoxy-3-(5-methylpyrimidin-2-yl)phenyl)carbamate